C1(CC1)NC(C([C@H](C[C@@H]1C(NCC1)=O)NC([C@H](CC(C)C)NC(C(C1=CC=CC=C1)(C1=CC=CC=C1)O)=O)=O)=O)=O (S)-N-((S)-4-(cyclopropylamino)-3,4-dioxo-1-((R)-2-oxopyrrolidin-3-yl)butan-2-yl)-2-(2-hydroxy-2,2-diphenylacetamido)-4-methylpentanamide